NC1=C(C(N(C2=NC(=CC=C12)Br)C=1C(=NC=CC1)C)=O)C(=O)OC methyl 4-amino-7-bromo-1-(2-methylpyridin-3-yl)-2-oxo-1,2-dihydro-1,8-naphthyridine-3-carboxylate